COCC(=O)OCCCC n-Butyl methoxyacetate